CCC(CCCC)P(C1=CC=CC=C1)C(CC)CCCC di-(3-heptyl)phenylphosphine